2-Bromo-5-(1-methyl-4-(trifluoromethyl)-1H-imidazol-2-yl)pyridine sodium iron phosphate compound with sodium carbonate C([O-])([O-])=O.[Na+].P(=O)([O-])([O-])O.[Fe+2].[Na+].BrC1=NC=C(C=C1)C=1N(C=C(N1)C(F)(F)F)C